COC=1C=C(C=CC1)C1=CC=C(C=C1)NC(NC1=CC=C(C(=O)O)C=C1)=O 4-(3-(3'-methoxy-[1,1'-biphenyl]-4-yl)ureido)benzoic acid